1,3-diethyl-N-((S,2R)-2-ethyl-1-methylcyclopropyl)-2,4-dioxo-1,2,3,4-tetrahydroquinazoline-6-sulfonamide C(C)N1C(N(C(C2=CC(=CC=C12)S(=O)(=O)N[C@@]1([C@@H](C1)CC)C)=O)CC)=O